N-(4-(4-(1-(4,4-difluorocyclohexyl)-6-oxo-1,6-dihydropyridazin-3-yl)-1H-pyrazol-1-yl)-3-(6-azaspiro[2.5]octan-6-yl)phenyl)-2-hydroxyethane-1-sulfonamide FC1(CCC(CC1)N1N=C(C=CC1=O)C=1C=NN(C1)C1=C(C=C(C=C1)NS(=O)(=O)CCO)N1CCC2(CC2)CC1)F